C[C@@H](CO)C(=O)SCCNC(=O)CCNC(=O)[C@@H](C(C)(C)COP(=O)([O-])OP(=O)([O-])OC[C@@H]1[C@H]([C@H]([C@@H](O1)N2C=NC3=C(N=CN=C32)N)O)OP(=O)([O-])[O-])O The molecule is an acyl-CoA(-) oxoanion arising from deprotonation of the phosphate and diphosphate OH groups of (S)-3-hydroxyisobutyryl-CoA; principal microspecies at pH 7.3. It is a conjugate base of a (S)-3-hydroxyisobutyryl-CoA.